C(#N)C1=C(C=C(C=C1)N1C(NC2(C(CC2)C2=CC=C(C=C2)CCCC(=O)NC)C1=O)=S)C(F)(F)F 4-{4-[7-(4-Cyano-3-trifluoromethylphenyl)-8-oxo-6-thioxo-5,7-diaza-spiro[3.4]oct-3-yl]-phenyl}-N-methyl-butyramide